5-(4-((4'-chloro-[1,1'-biphenyl]-2-yl)methyl)piperazine-1-carbonyl)-4-fluoro-1-oxoisoindole ClC1=CC=C(C=C1)C1=C(C=CC=C1)CN1CCN(CC1)C(=O)C=1C(=C2C=NC(C2=CC1)=O)F